para-hydroxy-phenyl-butanone OC1=CC=C(C=C1)CC(CC)=O